2-ethyl-hexene-1-ol C(C)C(=CO)CCCC